tert-butyl (3S*,4R*)-3-((2-(2,6-dioxo-1-((2-(trimethylsilyl)ethoxy)methyl)piperidin-3-yl)-1-oxoisoindolin-5-yl)oxy)-4-fluoropiperidine-1-carboxylate O=C1N(C(CCC1N1C(C2=CC=C(C=C2C1)O[C@H]1CN(CC[C@H]1F)C(=O)OC(C)(C)C)=O)=O)COCC[Si](C)(C)C |o1:17,22|